2-{3-[(3S)-3-aminobut-1-yn-1-yl]pyridin-4-yl}-3-[(3-chloro-2-methoxyphenyl)amino]-1H,5H,6H,7H-pyrrolo[3,2-c]pyridin-4-one N[C@H](C#CC=1C=NC=CC1C1=C(C=2C(NCCC2N1)=O)NC1=C(C(=CC=C1)Cl)OC)C